(S)-2-((1-(3-(4-isopropylphenyl)-1,2,4-oxadiazol-5-yl)ethyl)carbamoyl)-4-methoxypyridin-3-yl ethyl carbonate C(OC=1C(=NC=CC1OC)C(N[C@@H](C)C1=NC(=NO1)C1=CC=C(C=C1)C(C)C)=O)(OCC)=O